C(C)(C)(C)OC(C[C@@H]1OC(O[C@@H](C1)COC(C)=O)(C)C)=O (4R-cis)-6-[(Acetoxy)methyl]-2,2-dimethyl-1,3-dioxan-4-acetic acid tert-butyl ester